1-[4-[(3-iodoimidazo[1,2-a]pyrazin-8-yl)amino]-2-methylbenzoyl]piperidine-4-carboxylic acid IC1=CN=C2N1C=CN=C2NC2=CC(=C(C(=O)N1CCC(CC1)C(=O)O)C=C2)C